NC1=NC=CC=C1C1=NC=2C(=NC(=CC2)C2=NC(=CC=C2)C#N)N1C1=CC=C(CN2CCC(CC2)NC2=NC(=NC=C2)C#N)C=C1 4-((1-(4-(2-(2-Aminopyridin-3-yl)-5-(6-cyanopyridin-2-yl)-3H-imidazo[4,5-b]pyridin-3-yl)benzyl)piperidin-4-yl)amino)pyrimidine-2-carbonitrile